(tri-n-tridecyloxymethoxy)phosphine C(CCCCCCCCCCCC)OC(OP)(OCCCCCCCCCCCCC)OCCCCCCCCCCCCC